ClC1=CC=C(C=C1)C1=CC=C(C=C1)C1=C(C=CC=C1)N1C2=CC=CC=C2C=2C=CC=CC12 9-(4''-chloro-[1,1':4',1''-terphenyl]-2-yl)-9H-carbazole